methyl (2S)-2-[[(2S)-2-(tert-butoxy carbonyl amino)-3-cyclobutyl-propanoyl]amino]-3-[(3S)-2-oxopyrrolidin-3-yl]propanoate C(C)(C)(C)OC(=O)N[C@H](C(=O)N[C@H](C(=O)OC)C[C@H]1C(NCC1)=O)CC1CCC1